FC1=CC=C(C=C1)N1CC=2N(N=CC2C1)C1=C(C=CC=C1)OC 5-(4-fluorophenyl)-1-(2-methoxyphenyl)-1,4,5,6-tetrahydropyrrolo[3,4-c]pyrazole